3-amino-6-[3-methylimidazo[1,2-a]pyridin-6-yl]-N-[(oxolan-3-yl)methyl]-5-(pyridin-2-yl)pyrazine-2-carboxamide NC=1C(=NC(=C(N1)C1=NC=CC=C1)C=1C=CC=2N(C1)C(=CN2)C)C(=O)NCC2COCC2